[(2S)-1-(4-{[(3-Chloro-4-methoxyphenyl)methyl] amino}-5-{[(pyrimidin-2-yl)methyl] carbamoyl}pyrimidin-2-yl)pyrrolidin-2-yl]methyl 6-(nitrooxy)hexanoate [N+](=O)([O-])OCCCCCC(=O)OC[C@H]1N(CCC1)C1=NC=C(C(=N1)NCC1=CC(=C(C=C1)OC)Cl)C(NCC1=NC=CC=N1)=O